CN1N=C(C2=CC=CC=C2C1=O)C1=CC=C(CNS(=O)(=O)NC(OC(C)(C)C)=O)C=C1 tert-butyl (N-(4-(3-methyl-4-oxo-3,4-dihydrophthalazin-1-yl)benzyl)sulfamoyl)carbamate